chloro-5-(2-(methoxymethyl)-3,6-dihydro-2H-pyran-4-yl)pyridine ClC1=NC=C(C=C1)C=1CC(OCC1)COC